1-(2-(pyridin-2-yl)ethyl)piperazine N1=C(C=CC=C1)CCN1CCNCC1